3-FLUORO-1-METHYL-1H-INDAZOL-7-AMINE FC1=NN(C2=C(C=CC=C12)N)C